(1r,3s,5s)-8-(5-(5-fluoro-2-methoxypyridin-4-yl)-1H-pyrazole-3-carbonyl)-N-((1s,4s)-4-hydroxy-4-(trifluoromethyl)cyclohexyl)-8-azabicyclo[3.2.1]octane-3-carboxamide FC=1C(=CC(=NC1)OC)C1=CC(=NN1)C(=O)N1[C@H]2CC(C[C@@H]1CC2)C(=O)NC2CCC(CC2)(C(F)(F)F)O